4-(dimethylamino)-6-(6-(methyl(2,2,6,6-tetramethylpiperidin-4-yl)amino)pyridazin-3-yl)-quinolin CN(C1=CC=NC2=CC=C(C=C12)C=1N=NC(=CC1)N(C1CC(NC(C1)(C)C)(C)C)C)C